3-CHLORO-2-(TRIFLUOROMETHYL)PYRIDINE-4-BORONIC ACID ClC=1C(=NC=CC1B(O)O)C(F)(F)F